5-chlorothieno[2,3-c]Pyridine-2-carbaldehyde ClC=1C=C2C(=CN1)SC(=C2)C=O